CN([C@@H]1[C@H](C[C@H](CC1)NC=1N=CC2=C(N1)N(C(C(=C2)C2=CC(=C(C=C2)NS(=O)(=O)CCC(F)(F)F)F)=O)C(C)C)O)C N-(4-(2-(((1S,3S,4S)-4-(dimethylamino)-3-hydroxycyclohexyl)amino)-8-isopropyl-7-oxo-7,8-dihydropyrido[2,3-d]pyrimidin-6-yl)-2-fluorophenyl)-3,3,3-trifluoropropane-1-sulfonamide